COC=1C=C(C=C(C1)OC)N1C(CN(C(C1)=O)C(COC)=O)=O 1-(3,5-dimethoxyphenyl)-4-(2-methoxyacetyl)piperazine-2,5-dione